(5-chloro-2-methoxy-4-methylpyridin-3-yl)-2,3,4-trimethoxy-6-methylphenyl ketone ClC=1C(=C(C(=NC1)OC)C=1C(=C(C(=C(C1C)C(=O)C1=C(C(=C(C(=C1C)C=1C(=NC=C(C1C)Cl)OC)OC)OC)OC)OC)OC)OC)C